BrC=1SC=C(N1)C(F)(F)P(O)(O)=O [(2-bromo-1,3-thiazol-4-yl)(difluoro)methyl]phosphonic acid